NC1=C(C=O)C(=CC=C1)F 2-amino-6-fluorobenzaldehyde